N[C@H](C(=O)O)[C@H](C)OC (2s,3s)-2-AMINO-3-METHOXYBUTANOIC ACID